ethyl 2-(5-bromo-2-fluorobenzofuran-3-yl)acetate BrC=1C=CC2=C(C(=C(O2)F)CC(=O)OCC)C1